NC=1C(=C(OC=2C(=C3C(N(C=NC3=CC2)C)=O)C)C=CC1)Cl 6-(3-amino-2-chlorophenoxy)-3,5-dimethylquinazolin-4(3H)-one